(6aR,10aR)-3-butyl-6,6,9-trimethyl-6a,7,8,10a-tetrahydro-6H-benzo[c]chromen-1-ol C(CCC)C=1C=C(C=2[C@H]3[C@H](C(OC2C1)(C)C)CCC(=C3)C)O